3-methyl-4-((1-(trifluorometh-yl)-1H-benzo[d][1,2,3]triazol-5-yl)oxy)aniline CC=1C=C(N)C=CC1OC1=CC2=C(N(N=N2)C(F)(F)F)C=C1